(1R,3S)-3-(3-{[(1-methyl-1H-pyrazol-3-yl)acetyl]-amino}-1H-pyrazol-5-yl)-cyclopentyl (2S)-2-meth-ylpyrrolidine-1-carboxylate C[C@@H]1N(CCC1)C(=O)O[C@H]1C[C@H](CC1)C1=CC(=NN1)NC(CC1=NN(C=C1)C)=O